C(C)[C@]1(C(OCC=2C(N3CC=4C(=NC=5C=C(C(=CC5C4CN4CC5C(C(C4)C5)O)C)F)C3=CC21)=O)=O)O (4S)-4-ethyl-8-fluoro-4-hydroxy-11-((6-hydroxy-3-azabicyclo[3.1.1]hept-3-yl)methyl)-9-methyl-1,12-dihydro-14H-pyrano[3',4':6,7]indolizino[1,2-b]quinoline-3,14(4H)-dione